[N+](=O)([O-])C1=C(C=C(C=C1)C(F)(F)F)CCC(CC(=O)[O-])=O 4-[2-nitro-5-(trifluoromethyl) phenyl]Methyl-3-oxobutanoate